1,N-dimethyl-p-toluidine CC1(NC)CC=C(C=C1)C